salicylazid C(C=1C(O)=CC=CC1)N=[N+]=[N-]